ClC1=NC=CC(=N1)C=1C=CC2=C(N(C(=N2)C(F)(F)F)C(C)C)C1 6-(2-chloropyrimidin-4-yl)-1-isopropyl-2-(trifluoromethyl)-1H-benzo[d]imidazole